C1(=CC=CC=C1)N([C@@H](C)C(=O)OP(=O)([O-])[O-])OCC1=CC=CC=C1 [phenyl-(benzoxy-L-alaninyl)]-phosphate